C(C)N1C(=NN(C1=O)C=1C=C2C(=CN(C(C2=CC1F)=O)C1=C(C=NC=C1)C)C(C)C)CO 6-(4-ethyl-3-(hydroxymethyl)-5-oxo-4,5-dihydro-1H-1,2,4-triazol-1-yl)-7-fluoro-4-isopropyl-2-(3-methylpyridin-4-yl)isoquinolin-1(2H)-one